3-[4-(piperazine-1-carbonyl)phenyl]piperidine-2,6-dione N1(CCNCC1)C(=O)C1=CC=C(C=C1)C1C(NC(CC1)=O)=O